1-hexyl-3-methylpyrrolidinium bis(trifluoromethylsulfonyl)imide [N-](S(=O)(=O)C(F)(F)F)S(=O)(=O)C(F)(F)F.C(CCCCC)[NH+]1CC(CC1)C